ClC1=CC=C(CC2(NC3=CC=C(C=C3N=C2NC2=CC(=C(C(=C2)Cl)Cl)Cl)C)N)C=C1 2-(4-chlorobenzyl)-6-methyl-N3-(3,4,5-trichlorophenyl)quinoxaline-2,3-diamine